N[C@@H](C)C1=C(C2=NC(=CC(=C2S1)NCC=1SC=CC1)Cl)C 2-[(1S)-1-aminoethyl]-5-chloro-3-methyl-N-[(thiophen-2-yl)methyl]thieno[3,2-b]pyridin-7-amine